O(C1=CC=CC=C1)CCN(CCC(C(=O)O)NC(CC1(CC1)C(F)(F)F)=O)CCCCC1=NC=2NCCCC2C=C1 4-[2-phenoxyethyl-[4-(5,6,7,8-tetrahydro-1,8-naphthyridin-2-yl)butyl]amino]-2-[[2-[1-(trifluoromethyl)cyclopropyl]acetyl]amino]butanoic acid